N1CCC(CC1)C1=C(C#N)C=CC=C1 piperidin-4-yl-benzonitrile